CN(C)[C@H]1CCCC[C@@H]1N (1S,2S)-(+)-N,N-dimethylcyclohexane-1,2-diamine